S(=O)(=O)(O)O.C1(=CC=CC=C1)C(=O)C1(CCCCC1)O hydroxycyclohexyl phenyl ketone sulfate